ClC1=C(C=CC=C1Cl)C=1C=CC=2C(=NC=C(N2)N2CCC3([C@@H](C=4N(N=CC4)C3)N)CC2)N1 (S)-1-(6-(2,3-dichlorophenyl)pyrido[2,3-b]pyrazin-2-yl)-4'h,6'h-spiro[piperidin-4,5'-pyrrolo[1,2-b]pyrazol]-4'-amine